F[B-](F)(F)F.O(C1=CC=CC=C1)C1=CC=C(C=C1)[I+]C1=CC=C(C=C1)OC1=CC=CC=C1 di(4-phenoxyphenyl)iodonium tetrafluoroborate